2-[2-(6-chloroquinoxalin-2-yl)sulfanylethyl]propanedinitrile ClC=1C=C2N=CC(=NC2=CC1)SCCC(C#N)C#N